4-amino-7-chloro-1-(imidazo[1,2-a]-pyridin-7-yl)quinazolin-2(1H)-one NC1=NC(N(C2=CC(=CC=C12)Cl)C1=CC=2N(C=C1)C=CN2)=O